FC=1C(=CC(=C(C1)NC=1N=CC2=C(N1)N(C=C2)C2=CC=C(C=C2)S(=O)(=O)NC(C)C)C)N2CCN(CC2)C 4-(2-((5-Fluoro-2-methyl-4-(4-methylpiperazin-1-yl)phenyl)amino)-7H-pyrrolo[2,3-d]pyrimidin-7-yl)-N-isopropylbenzenesulfonamide